4-[5-(3,5-dichlorophenyl)-4,5-dihydro-5-(trifluoromethyl)-3-isoOxazolyl]-2-methyl-N-(trans-1-oxo-3-thietanyl)benzamide ClC=1C=C(C=C(C1)Cl)C1(CC(=NO1)C1=CC(=C(C(=O)NC2CS(C2)=O)C=C1)C)C(F)(F)F